N[C@H](CC(=O)O)CCCCNC(=O)OC(C)(C)C (S)-3-Amino-7-tert-butoxycarbonylamino-heptanoic acid